CN(C1CN(CCC1)C(=O)OC(C)(C)C)CC=1C=2N(C=C(N1)C=1C=NN(C1)C)N=CC2 tert-butyl 3-(methyl((6-(1-methyl-1H-pyrazol-4-yl)pyrazolo[1,5-a]pyrazin-4-yl)methyl)amino)piperidine-1-carboxylate